2-[1-[1-(2,6-dioxo-3-piperidyl)indolin-4-yl]-4-hydroxy-4-piperidyl]acetic acid O=C1NC(CCC1N1CCC2=C(C=CC=C12)N1CCC(CC1)(O)CC(=O)O)=O